3,5-difluoro-4-(3-(trifluoromethyl)phenoxy)benzaldehyde FC=1C=C(C=O)C=C(C1OC1=CC(=CC=C1)C(F)(F)F)F